COC=1C=CC=2N=C(N=C(C2N1)N)C 6-methoxy-2-methylpyrido[3,2-d]pyrimidin-4-amine